4-Amino-[2,3'-bithiophene]-5-carboxamide NC=1C=C(SC1C(=O)N)C1=CSC=C1